4-((1R,5S)-3,8-diazabicyclo[3.2.1]octan-3-yl)-5,5-dimethyl-5,7-dihydro-6H-pyrrolo[2,3-d]pyrimidin-6-one-1-d [C@H]12CN(C[C@H](CC1)N2)C=2C1=C(N(CN2)[2H])NC(C1(C)C)=O